COC(NC(CC1=CC=CC=C1)C(NC(CC1=CC=C(C=C1)N)C=1N=C(SC1)CC)=O)=O {1-[2-(S)-(4-(S)-aminophenyl)-1-(2-ethylthiazol-4-yl)ethyl-carbamoyl]-2-phenylethyl}-carbamic acid methyl ester